C(C)(C)(C)OC(=O)NC/C=C/CNC1=C(C=C(C(=O)OC)C=C1[N+](=O)[O-])OCCCN1CCOCC1 methyl (E)-4-((4-((tert-butoxycarbonyl)amino)but-2-en-1-yl)amino)-3-(3-morpholinopropoxy)-5-nitrobenzoate